Tert-butyl [1-(1H-tetrazol-5-yl) piperidin-4-yl]carbamate N1N=NN=C1N1CCC(CC1)NC(OC(C)(C)C)=O